3,5-diamino-6-(2,3-dichlorophenyl)-triazine NN1NN=C(C(=C1)N)C1=C(C(=CC=C1)Cl)Cl